monobutyl-oxymethyl-acryl-urea C(CCC)OCN(C(=O)N)C(=O)C=C